ClC1=CC(=C(COC2=NC=3CN(CCC3C=C2C(F)(F)F)CC2=NC3=C(C=NC(=C3)C(N)=NO)N2CC2OCC2)C=C1)F 2-((2-((4-chloro-2-fluorobenzyl)oxy)-3-(trifluoromethyl)-5,8-dihydro-1,7-naphthyridin-7(6H)-yl)methyl)-N'-hydroxy-3-(oxetan-2-ylmethyl)-3H-imidazo[4,5-c]pyridine-6-carboximidamide